N-(2-acetamidoethyl)-4-(6-(3-fluorophenyl)imidazo[1,5-a]pyrazin-3-yl)benzamide C(C)(=O)NCCNC(C1=CC=C(C=C1)C1=NC=C2N1C=C(N=C2)C2=CC(=CC=C2)F)=O